bromopropionyl-amine BrCCC(=O)N